(R)-3-(3-(3,5-dimethoxyphenyl)allyl)-1-benzoyl-2-oxopiperidine-3-carboxylic acid ethyl ester C(C)OC(=O)[C@@]1(C(N(CCC1)C(C1=CC=CC=C1)=O)=O)CC=CC1=CC(=CC(=C1)OC)OC